1-(2-methylindolin-1-yl)-2-(2-(phenoxymethyl)thiazol-4-yl)ethan-1-one CC1N(C2=CC=CC=C2C1)C(CC=1N=C(SC1)COC1=CC=CC=C1)=O